C(C)N1C(NC2=CC(=CC=C2C1=O)CN1CCN(CC1)C=1C=CC(=NC1C(F)(F)F)C(=O)NC)=O 5-(4-((3-ethyl-2,4-dioxo-1,2,3,4-tetrahydroquinazolin-7-yl)methyl)piperazin-1-yl)-N-methyl-6-(trifluoromethyl)picolinamide